sulfovaleric acid CCCC(C(=O)O)S(=O)(=O)O